2-(7-((2S,5R)-2,5-diethyl-4-(quinoxaline-2-carbonyl)piperazin-1-yl)-4-methyl-5-oxo-4,5-dihydro-2H-pyrazolo[4,3-b]pyridin-2-yl)acetonitrile C(C)[C@@H]1N(C[C@H](N(C1)C(=O)C1=NC2=CC=CC=C2N=C1)CC)C=1C=2C(N(C(C1)=O)C)=CN(N2)CC#N